1-(1-oxo-1,2-dihydroisoquinolin-5-yl)-N-(2-oxo-6-(trifluoromethyl)-1,2-dihydropyridin-4-yl)-5-(trifluoromethyl)-1H-pyrazole-4-carboxamide O=C1NC=CC2=C(C=CC=C12)N1N=CC(=C1C(F)(F)F)C(=O)NC1=CC(NC(=C1)C(F)(F)F)=O